3,5-difluoro-2-(4-(((1s,3s)-3-hydroxy-3-methylcyclobutyl)amino)pyrido[3,4-d]pyridazin-1-yl)phenol FC=1C(=C(C=C(C1)F)O)C1=C2C(=C(N=N1)NC1CC(C1)(C)O)C=NC=C2